CCCCCCCCCCCCCCCCCCCCCC(=O)OC[C@H](COP(=O)(O)OC[C@@H](C(=O)O)N)OC(=O)CCCCCCC/C=C\C/C=C\CCCC 1-docosanoyl-2-(9Z,12Z-heptadecadienoyl)-glycero-3-phosphoserine